meglumine, hydrochloride Cl.N(C)C[C@H](O)[C@@H](O)[C@H](O)[C@H](O)CO